COC(C1=NC=CC=C1C(NCCOC)=O)=O ((2-methoxyethyl)carbamoyl)picolinic acid methyl ester